N1(CCCC1)C=1C=CC=C2C=CC=NC12 8-(pyrrolidin-1-yl)quinoline